(2'-hydroxy-3',5'-di-tert-amylphenyl)benzotriazole tert-butyl-(2R)-2-{6-bromo-1-methanesulfonylpyrrolo[3,2-b]pyridin-2-yl}pyrrolidine-1-carboxylate C(C)(C)(C)OC(=O)N1[C@H](CCC1)C1=CC2=NC=C(C=C2N1S(=O)(=O)C)Br.OC1=C(C=C(C=C1C(C)(C)CC)C(C)(C)CC)C1=CC=CC=2NN=NC21